OC[C@@]1(C=C[C@@H](C1)NC(OC(C)(C)C)=O)C tert-butyl ((1R,4S)-4-(hydroxymethyl)-4-methylcyclopent-2-en-1-yl)carbamate